(S)-2-((4-(4-((4-chloro-2-fluorobenzyl)oxy)-1,3,5-triazin-2-yl)piperazin-1-yl)methyl)-1-(oxetan-2-ylmethyl)-1H-benzo[d]imidazole-6-carboxylic acid ClC1=CC(=C(COC2=NC(=NC=N2)N2CCN(CC2)CC2=NC3=C(N2C[C@H]2OCC2)C=C(C=C3)C(=O)O)C=C1)F